phenyl-tertiary butyl carbonate C(OC(CC1=CC=CC=C1)(C)C)([O-])=O